7',14'-dioxa-4',10',19',20'-tetraazaspiro[cyclopropane-1,8'-tetracyclo[13.5.2.12,6.018,21]tricosane] C12C3CNCC(OC4(CNCCCOC5CCC(NN1)C2C5)CC4)C3